(2,4-difluorophenyl)-2-(4-(2-(4-(ethylsulfonyl)phenyl)acetamido)-2-fluorophenyl)-2-methyl-propanamide FC1=C(C=CC(=C1)F)CC(C(=O)N)(C)C1=C(C=C(C=C1)NC(CC1=CC=C(C=C1)S(=O)(=O)CC)=O)F